Cl.NCCCCN(C1=C2CN(C(C2=CC=C1)=O)C1C(NC(CC1)=O)=O)CCC 3-(4-((4-Aminobutyl)(propyl)amino)-1-oxo-isoindolin-2-yl)piperidine-2,6-dione hydrochloride